FC([C@@H](C1=CC=C(C=C1)F)NS(=O)(=O)C1=CC=2N(C=C1)N=NN2)(F)F (R)-N-(2,2,2-trifluoro-1-(4-fluorophenyl)ethyl)tetrazolo[1,5-a]pyridine-7-sulfonamide